OCC1N(CC12CCOCC2)C(=O)OC(C)(C)C tertbutyl 1-(hydroxymethyl)-7-oxa-2-azaspiro[3.5]nonane-2-carboxylate